N1C=CC2=CC=C(C=C12)CNC1=CN=C2C(=N1)N=C(C=C2)N2CC(CCC2)O 1-(3-{[(1H-indol-6-yl)methyl]amino}pyrido[2,3-b]pyrazin-6-yl)piperidin-3-ol